C(C)OC(CC1CCCCC1)=O (1r,4r)-4-(2-ethoxy-2-oxoethyl)cyclohexane